COC(=O)C=1C(=CC=CC1)C1=CC(=CC=C1)CN1N=CC2=CC=CC=C12 3'-((1H-indazol-1-yl)methyl)-[1,1'-biphenyl]-2-carboxylic acid methyl ester